FC(C(=O)OCC)F 2-ethyl Difluoroacetate